NC(C(CCC(=O)O)N1C(C2=CC=C(C=C2C1)CCNC(C(C1=CC=C(C=C1)C1(CC1)C(F)(F)F)=O)=O)=O)=O 5-amino-5-oxo-4-(1-oxo-5-(2-(2-oxo-2-(4-(1-(trifluoromethyl)cyclopropyl)-phenyl)acetamido)ethyl)isoindolin-2-yl)pentanoic acid